O1C(C1)CNCC1OC1 N-(2-oxiranylmethyl)-2-oxiranemethanamine